ethyl S-(4-isopropyl-1-methylcyclohex-2-en-1-yl)cysteinate C(C)(C)C1C=CC(CC1)(C)SC[C@H](N)C(=O)OCC